C(C)(C)(C)OC(=O)N[C@H](C(=O)OC(C)(C)C)CC1=CC=C(C=C1)NC(CNC(CNC(CNC(=O)C=1SC(=CC1)C#N)=O)=O)=O tert-butyl (S)-2-((tert-butoxycarbonyl)amino)-3-(4-(2-(2-(2-(5-cyanothiophene-2-carboxamido)acetamido)acetamido) acetamido)phenyl)propanoate